tetradecatrienol acetate C(C)(=O)OC=CC=CC=CCCCCCCCC